ethyl-4-nitrooxy-cyclohexylcarboxylate C(C)C1(CCC(CC1)O[N+](=O)[O-])C(=O)[O-]